CN[C@@H](CCCN)C(=O)O L-N-methyl-ornithine